2-{[cyclobutyl(phenyl)methyl](methyl)amino}-5-methoxy-1-methyl-6-oxo-1,6-dihydropyrimidine-4-carboxylic acid C1(CCC1)C(C1=CC=CC=C1)N(C=1N(C(C(=C(N1)C(=O)O)OC)=O)C)C